C(=O)(OCC)C=1C(NC(N([C@H]2[C@H](O)[C@H](O)[C@@H](CO)O2)C1)=S)=O 5-carbethoxy-2-thiouridine